S1C(=CC=C1)C1=NNC=C1C=O 3-(thiophen-2-yl)-1H-pyrazole-4-carbaldehyde